5-(2'-methoxy-4'-methyl-3,4,5,6-tetrahydro-2H-[1,3']bipyridinyl-4-yl)-2-methyl-7-[(S)-1-(2-trifluoromethyl-phenyl)-ethyl]-2,4,5,7-tetrahydro-pyrazolo[3,4-d]pyrimidin-6-one COC1=NC=CC(=C1N1CCC(CC1)N1C(N(C=2C(C1)=CN(N2)C)[C@@H](C)C2=C(C=CC=C2)C(F)(F)F)=O)C